C(C)(=O)C=1C(=NC(=CC1)N1C=NC2=C1C=CC(=C2)OC2CCN(CC2)C2COC2)N2N=C(C=C2C)C#N 1-[3-acetyl-6-[5-[[1-(oxetan-3-yl)-4-piperidinyl]oxy]benzimidazol-1-yl]-2-pyridinyl]-5-methyl-pyrazole-3-carbonitrile